NC=1N=C(C2=C(N1)C(N(C2=O)C)C(=O)C2=C(C=CC=C2)OC(F)(F)F)C=2OC(=CC2)C 2-amino-7-((2-(trifluoromethoxy)phenyl)methanoyl)-4-(5-methylfuran-2-yl)-6-methyl-5H,6H,7H-pyrrolo[3,4-d]pyrimidin-5-one